N,N'-dicarboxyl-4,4'-bipyridyl C(=O)(O)N1C=CC(C=C1)=C1C=CN(C=C1)C(=O)O